N~2~-[(2S,3S)-2-[(3'-fluoro[1,1'-biphenyl]-3-yl)methyl]-1-[(2R)-oxolane-2-carbonyl]pyrrolidin-3-yl]-N~1~,N~1~-dimethylethanediamide FC=1C=C(C=CC1)C1=CC(=CC=C1)C[C@@H]1N(CC[C@@H]1NC(C(=O)N(C)C)=O)C(=O)[C@@H]1OCCC1